COC=1C=C(C=O)C(=CN1)OCC=1C(=NC=CC1)C1=C(C=CC=C1)C 2-methoxy-5-((2-(o-tolyl)pyridin-3-yl)methoxy)isonicotinaldehyde